1-tosyl-1H-1,2,3-triazole S(=O)(=O)(C1=CC=C(C)C=C1)N1N=NC=C1